N-(1-amino-1-oxo-3-phenylpropan-2-yl)-4-fluorobenzamide NC(C(CC1=CC=CC=C1)NC(C1=CC=C(C=C1)F)=O)=O